BrC1=C2CCCC2=CC=C1N 4-bromo-2,3-dihydro-1H-inden-5-amine